N-methyl-3-((3-methyl-2,4-dioxo-1,2,3,4-tetrahydrothieno[3,2-d]pyrimidin-6-yl)methyl)-2-oxo-1,2,3,4,4a,5-hexahydropyrazino[1,2-d]pyrido[2,3-b][1,4]oxazine-8-carboxamide CNC(=O)C=1C=CC2=C(OCC3N2CC(N(C3)CC3=CC=2NC(N(C(C2S3)=O)C)=O)=O)N1